[3-dimethylphosphoryl-5-(trifluoromethyl)phenyl-methyl]-2-azaspiro[3.3]heptane CP(=O)(C)C=1C=C(C=C(C1)C(F)(F)F)CC1NCC12CCC2